N-cyclohexyl-2,6-bis(1-methylethyl)aniline ((2S,3R,4R)-4-(4-acetylbenzyl)-2-(3,4,5-trimethoxyphenyl)tetrahydrofuran-3-yl)methyl-2-methylbut-2-enoate C(C)(=O)C1=CC=C(C[C@@H]2[C@@H]([C@H](OC2)C2=CC(=C(C(=C2)OC)OC)OC)COC(C(=CC)C)=O)C=C1.C1(CCCCC1)NC1=C(C=CC=C1C(C)C)C(C)C